ClC=1C=C2C(=CC1)NC(C21CCN(CC1)CCOC1=CC(=C(C(=C1)F)N(S(=O)(=O)C)C)F)=O N-[4-(2-{5-chloro-2-oxo-1,2-dihydrospiro[indole-3,4'-piperidin]-1'-yl}ethoxy)-2,6-difluorophenyl]-N-methylmethane-sulfonamide